N-[3-[5-chloro-2-(difluoromethoxy)phenyl]-1-[[2-[1-[2-(dimethylamino)ethyl]azetidin-3-yl]tetrazol-5-yl]methyl]pyrazol-4-yl]pyrazolo[1,5-a]pyrimidine-3-carboxamide ClC=1C=CC(=C(C1)C1=NN(C=C1NC(=O)C=1C=NN2C1N=CC=C2)CC=2N=NN(N2)C2CN(C2)CCN(C)C)OC(F)F